C1(CCCCC1)NC1CCCCC1.C(=O)(O)C1=CC2=C(N=C(O2)C2=CC(=CC(=C2)Cl)Cl)C=C1 6-carboxy-2-(3,5-dichlorophenyl)-benzoxazole dicyclohexylamine salt